C1(CCC1)N(C1=CN=CC(=N1)CNC(COC1=NC(=NC(=C1)C1=C(C=CC=C1C)C)NS(=O)(=O)C=1C=C(C(=O)O)C=CC1)CCC1(CC1)C)C 3-[[4-[2-[[6-[cyclobutyl(methyl)amino]pyrazin-2-yl]methylamino]-4-(1-methylcyclopropyl)butoxy]-6-(2,6-dimethylphenyl)pyrimidin-2-yl]sulfamoyl]benzoic acid